1-(tert-butyl)-1H-pyrazol C(C)(C)(C)N1N=CC=C1